1-(chloroacetyl)pyrrolidine ClCC(=O)N1CCCC1